N-(3-fluorobenzyl)-2-[(3R)-3-methyl-[1,4'-bipiperidin]-1'-yl]-1,3-thiazole-5-carboxamide FC=1C=C(CNC(=O)C2=CN=C(S2)N2CCC(CC2)N2C[C@@H](CCC2)C)C=CC1